ethyldihydroxypropyl-p-aminobenzoate C(C)C=1C(=C(C(=O)[O-])C=CC1N)CCC(O)O